CC1(OCC(O1)COC1=CC(=C(C=C1)NC(N)=O)F)C 3-(4-((2,2-dimethyl-1,3-dioxolan-4-yl)methoxy)-2-fluorophenyl)urea